COC(=O)C=1N=NC(=CC1)C 6-methylpyridazine-3-carboxylic acid methyl ester